Cl[C@H](CN(CC1=CC=CC=C1)C)C1=CC(=CC=C1)C(F)(F)F (βS)-β-chloro-N-methyl-N-(phenylmethyl)-3-(trifluoromethyl)benzeneethanamine